FC(C1=CC=C(C=N1)N1C[C@H](CCC1)N1CC2(CS(C2)(=O)=O)CC1)(F)F (S)-6-(1-(6-(trifluoromethyl)pyridin-3-yl)piperidin-3-yl)-2-thia-6-azaspiro[3.4]octane 2,2-dioxide